(5-amino-8-bromo-2-((3-fluoropyridin-2-yl)methyl)-[1,2,4]triazolo[1,5-c]pyrimidin-7-yl)benzonitrile NC1=NC(=C(C=2N1N=C(N2)CC2=NC=CC=C2F)Br)C2=C(C#N)C=CC=C2